C(C)(C)(C)OC(NC1=NC(=CC=C1)COCCC1=CC(=C(C(=C1)C1=NC=C(C=N1)OC)OC)NC1=CC(=NC=C1C(NC)=O)Cl)=O tert-Butyl(6-((3-((2-chloro-5-(methylcarbamoyl)pyridin-4-yl)amino)-4-methoxy-5-(5-methoxypyrimidine-2-yl)phenylethoxy)methyl)pyridin-2-yl)carbamate